NC(CC1=CC2=C(C=C1)OCCO2)CC 2-amino-1-(3,4-ethylenedioxyphenyl)butane